ClC1=CC=C(CN2C=3N(C4=C(C2=O)CN(CC4)CC4=CC(=CC=C4)C)CCCN3)C=C1 6-(4-Chlorobenzyl)-3-(3-methylbenzyl)-1,2,3,4,6,8,9,10-octahydro-5H-pyrido[3,4-e]pyrimido[1,2-a]pyrimidin-5-one